S(=O)(=O)(O)C1=CC=C(C)C=C1.CN(C=1C=C(C2=C(N(C(N(C2=O)C)=O)C)N1)NCC(=O)NC1=CC=C(C=C1)OC(F)(F)F)C 2-{[7-(dimethylamino)-1,3-dimethyl-2,4-dioxo-1,2,3,4-tetrahydropyrido[2,3-d]pyrimidin-5-yl]amino}-N-[4-(trifluoromethoxy)phenyl]acetamide cis-tosylate